3-(3-Hydroxyphenyl)-4-methyl-2-{4-[(Z)-3-(4-methylpiperidin-1-yl)propenyl]phenyl}-2H-chromen-6-ol OC=1C=C(C=CC1)C=1C(OC2=CC=C(C=C2C1C)O)C1=CC=C(C=C1)\C=C/CN1CCC(CC1)C